N1=C(C=CC=C1)C1(CCC2(OCCO2)CC1)C(=O)N 8-(pyridin-2-yl)-1,4-dioxaspiro[4.5]decane-8-carboxamide